OC1=C(C(=O)[O-])C(=CC=C1)O 2,6-dihydroxybenzoic acid anion